(S)-quinuclidin-3-yl (2,2-dimethyl-5-(6-propoxypyridin-3-yl)-2,3-dihydro-1H-inden-1-yl)carbamate CC1(C(C2=CC=C(C=C2C1)C=1C=NC(=CC1)OCCC)NC(O[C@@H]1CN2CCC1CC2)=O)C